C1(CC1)CNC1=C(C(=O)NCC2=CC(=C(C=C2)OC)F)C(=CC=C1[N+](=O)[O-])OC 2-((cyclopropylmethyl)amino)-N-(3-fluoro-4-methoxybenzyl)-6-methoxy-3-nitrobenzamide